FC1=CC=C(C=C1)C(C1=CC=C(C#N)C=C1)OC1=CC=C2C(CCOC2=C1C)=O 4-((4-fluorophenyl)((8-methyl-4-oxochroman-7-yl)oxy)methyl)benzonitrile